2-(3-bromophenyl)-4-(trifluoromethyl)pyrido[3,4-d]Pyrimidine-8-amine BrC=1C=C(C=CC1)C=1N=C(C2=C(N1)C(=NC=C2)N)C(F)(F)F